tert-butyl (1R,5R)-6-(3-amino-8-fluoro-7-(8-((triisopropylsilyl)ethynyl)naphthalen-1-yl)-1,6-naphthyridin-4-yl)-2,6-diazabicyclo[3.2.0]heptane-2-carboxylate NC=1C=NC2=C(C(=NC=C2C1N1[C@@H]2CCN([C@@H]2C1)C(=O)OC(C)(C)C)C1=CC=CC2=CC=CC(=C12)C#C[Si](C(C)C)(C(C)C)C(C)C)F